O=C1N(NC(C2=CC=CC=C12)=O)CC(=O)NCCCN1C=CC2=CC=CC=C12 2-(1,4-dioxo-1,2,3,4-tetrahydrophthalazin-2-yl)-N-[3-(1H-indol-1-yl)propyl]acetamide